CCCCCCC(CCC)C(=O)O Decane-7-carboxylic acid